1,5-diethyl-9-(2-carboxycyclohexyl)carbonyloxyanthracene C(C)C1=CC=CC2=CC3=C(C=CC=C3C(=C12)OC(=O)C1C(CCCC1)C(=O)O)CC